2-(2,6-dioxopiperidin-3-yl)-N-((S)-1-(4-fluorophenyl)ethyl)-1-oxoisoindoline-5-carboxamide O=C1NC(CCC1N1C(C2=CC=C(C=C2C1)C(=O)N[C@@H](C)C1=CC=C(C=C1)F)=O)=O